(5-chloro-2,4-dihydroxyphenyl)(piperidin-1-yl)methanone ClC=1C(=CC(=C(C1)C(=O)N1CCCCC1)O)O